C1=CC(=C(C(=C1)OC2=CC=C(C=C2)N)C#N)C#N 4-AminophenoxyPhthalonitrile